CC(C)(C1=CC=CC=C1)N1C2CN(CC1C=C2)C(=O)OCC2C1=CC=CC=C1C=1C=CC=CC21 9H-fluoren-9-ylmethyl 8-(1-methyl-1-phenyl-ethyl)-3,8-diazabicyclo[3.2.1]oct-6-ene-3-carboxylate